ClC1=C2C(=NC=C1)N(C=C2C=2C=NN(C2)CCO)C2=CC=C(C=C2)F 2-(4-(4-chloro-1-(4-fluorophenyl)-1H-pyrrolo[2,3-b]pyridin-3-yl)-1H-pyrazol-1-yl)ethan-1-ol